2-((2,3-dihydro-1H-inden-1-yl)amino)pyrimidine-5-carboxylic acid C1(CCC2=CC=CC=C12)NC1=NC=C(C=N1)C(=O)O